C(C)C1=C(C=O)C=CC(=C1)/C(/C)=N/OC1=CC(=CC=C1)C(F)(F)F (E)-2-ethyl-4-(1-(((3-(trifluoromethyl)phenyl)oxy)imino)ethyl)benzaldehyde